C(C)(=O)O[C@@H]1[C@@H](OC=C[C@@H]1OC(C)=O)COC(C)=O (2S,3S,4S)-2-(acetoxymethyl)-3,4-dihydro-2H-pyran-3,4-diyl diacetate